ClC1=CC2=C(CCN(S2(=O)=O)[C@H](C(=O)O)C(C)C2=C(C(=CC=C2F)C)C)C=C1 (2S)-2-(7-chloro-1,1-dioxo-3,4-dihydro-2H-benzo[e][1,2]thiazin-2-yl)-3-(6-fluoro-2,3-dimethylphenyl)butanoic acid